O1C(CCCC1)N1N=C(C2=CC(=CC=C12)O[C@@H](CCOCCCO)C)C=1C=NN(C1)COCC[Si](C)(C)C 3-[(3R)-3-[1-tetrahydropyran-2-yl-3-[1-(2-trimethylsilylethoxymethyl)pyrazol-4-yl]indazol-5-yl]oxybutoxy]propan-1-ol